(S)-quinuclidin-3-yl (5-(4-(tert-butoxymethyl)phenyl)-2,2-dimethyl-2,3-dihydro-1H-inden-1-yl)carbamat C(C)(C)(C)OCC1=CC=C(C=C1)C=1C=C2CC(C(C2=CC1)NC(O[C@@H]1CN2CCC1CC2)=O)(C)C